3-amino-1,2,4-triazolediazonium NC1(N=NC=N1)[N+]#N